1-ethanesulfonic acid 2-cyano-2-methylpropyl ester C(#N)C(COS(=O)(=O)CC)(C)C